COC=1C=C(CN(C2=CC(=CC=C2)COCCOCC2=CC(=CC=C2)OC)CC2=CC=C3C=CC=NC3=C2)C=CC1 N-(3-methoxybenzyl)-3-((2-(3-methoxybenzyloxy)ethoxy)methyl)-N-(quinolin-7-ylmethyl)aniline